C[C@H]1N(CCN(C1=O)C)CCOC1=CC=C(C=C1)C1CCN(CC1)C1=CC=C(C=N1)C=1C2=C(C(N(C1)C)=O)N(C=C2)S(=O)(=O)C2=CC=C(C)C=C2 (R)-4-{6-[4-(4-(2-(2,4-dimethyl-3-oxopiperazin-1-yl)ethoxy)phenyl)piperidin-1-yl]pyridin-3-yl}-6-methyl-1-tosyl-1H-pyrrolo[2,3-c]pyridin-7(6H)-one